(R)-4-(3-(4-Chloro-3-(trifluoromethyl)phenethyl)-3-(dimethylamino)piperidin-1-yl)-N-(2,4-dimethoxybenzyl)-2-fluoro-N-(pyrimidin-4-yl)benzenesulfonamide ClC1=C(C=C(CC[C@@]2(CN(CCC2)C2=CC(=C(C=C2)S(=O)(=O)N(C2=NC=NC=C2)CC2=C(C=C(C=C2)OC)OC)F)N(C)C)C=C1)C(F)(F)F